CN(CCNS(OCC(=O)NC=1SC2=C(N1)CCCC2C2=CC=C(C=C2)F)(=O)=O)C 2-((7-(4-fluorophenyl)-4,5,6,7-tetrahydrobenzo[d]thiazol-2-yl)amino)-2-oxoethyl (2-(dimethylamino)ethyl)sulfamate